6-chloro-N-(6-fluoro-5-methylpyridin-3-yl)-5-(2-((2-hydroxy-2-methylpropyl)amino)-2-oxoacetyl)-2,3-dihydro-1H-pyrrolizine-7-carboxamide ClC1=C(N2CCCC2=C1C(=O)NC=1C=NC(=C(C1)C)F)C(C(=O)NCC(C)(C)O)=O